C(C)(C)[C@H]1NC(N(C1)C1(CC2=CC=C(C=C2C1)NC(C(C1CCC2(CC2)CC1)NC(=O)C1=CC=NN1C)=O)C(NC)=O)=O N-(2-((2-((R)-4-isopropyl-2-oxoimidazolidin-1-yl)-2-(methylcarbamoyl)-2,3-dihydro-1H-inden-5-yl)amino)-2-oxo-1-(spiro[2.5]octan-6-yl)ethyl)-1-methyl-1H-pyrazole-5-carboxamide